CNC(=O)N1C2=C(OCC1)C=CC=C2 N-methyl-2,3-dihydro-4H-benzo[b][1,4]oxazine-4-carboxamide